1-{2'-ethoxy-4-[(2R)-2-ethyl-4-[4-methyl-2-(trifluoromethyl)benzoyl]piperazin-1-yl]-3'-fluoro-[1,1'-biphenyl]-3-yl}methylamine C(C)OC1=C(C=CC=C1F)C1=CC(=C(C=C1)N1[C@@H](CN(CC1)C(C1=C(C=C(C=C1)C)C(F)(F)F)=O)CC)CN